[Cl-].ClC[NH+](C)C chloromethyl-dimethyl-ammonium chloride